C(N)(OCCCCC(N1N=C(C(=C1)NC1=C2N=CN(C2=NC(=N1)N1C[C@H]([C@@H](C1)F)NC(C=C)=O)C(C)(C)C)CC)C(C)(C)C)=O (tert-butyl 5-(4-((2-((3r,4r)-3-acrylamido-4-fluoropyrrolidin-1-yl)-9-(tert-butyl)-9H-purin-6-yl) amino)-3-ethyl-1H-pyrazol-1-yl) pentyl) carbamate